(Z,2E)-5-[1-(4-chlorophenyl)pyrazol-3-yl]oxy-2-methoxyimino-N,3-dimethyl-pent-3-enamine ClC1=CC=C(C=C1)N1N=C(C=C1)OC\C=C(/C(/CNC)=N\OC)\C